[1,4,7]triazonan N1CCNCCNCC1